3-((R)-pyrrolidin-2-ylmethoxy)propionamide ethyl-3-(2-trimethylsilylethoxymethoxy)-1H-pyrazole-5-carboxylate C(C)OC(=O)C1=CC(=NN1)OCOCC[Si](C)(C)C.N1[C@H](CCC1)COCCC(=O)N